CN1N=NC2=C1C=NC(=C2C)/C=C/C(=O)OCC (E)-Ethyl 3-(3,7-dimethyl-3H-[1,2,3]triazolo[4,5-c]pyridin-6-yl)acrylate